CN1CCN(CC1)CC1=CC=C(C=C1)C#CC1=CC=C(C=C1)C1=CC(=NO1)CN1C(=NC=C1)[C@H](C)O (S)-1-(1-((5-(4-((4-((4-methylpiperazin-1-yl)methyl)phenyl)ethynyl)phenyl)isoxazol-3-yl)methyl)-1H-imidazol-2-yl)ethan-1-ol